C1(=CC=CC2=CC=CC=C12)CCN[C@@H]1[C@@H](C2CCC1CC2)C(=O)OCC ethyl (2R,3S)-3-((S)-1-naphthylethylamino)-bicyclo[2.2.2]octane-2-carboxylate